C(CCCCCCCCCCCCCCCCC)(=O)OC(CC1=NC=C(C=C1)C(C)N1N=CC(=C1)N)C (5-(1-(4-amino-1H-pyrazol-1-yl)ethyl)pyridin-2-yl)propan-2-ol Stearat